COC1=C(CON(S(=O)(=O)C2=C(C=CC(=C2)CC)OC)C2=NOC3=C2C=CC=C3C=C)C=CC(=C1)OC N-((2,4-dimethoxybenzyl)oxy)-5-ethyl-2-methoxy-N-(7-vinylbenzo[d]isoxazol-3-yl)benzenesulfonamide